ClC1=NC=C(C(=C1)NC1CCC(CC1)NCCF)C1=NN2C(CCCC2)=C1 (1s,4s)-N1-(2-Chloro-5-(4,5,6,7-tetrahydropyrazolo[1,5-a]pyridin-2-yl)pyridin-4-yl)-N4-(2-fluoroethyl)cyclohexane-1,4-diamine